2-[[(2S)-2-[(2-morpholin-4-ylacetyl)amino]-4-phenylbutanoyl]amino]pentanamide N1(CCOCC1)CC(=O)N[C@H](C(=O)NC(C(=O)N)CCC)CCC1=CC=CC=C1